B(=O)N.[Er] erbium boranamide